tert-butyl (2-(3-((2-morpholinoethyl)carbamoyl)-1H-indol-1-yl)ethyl)carbamate O1CCN(CC1)CCNC(=O)C1=CN(C2=CC=CC=C12)CCNC(OC(C)(C)C)=O